NC1=C2C(N(C=C1)C1CCC(C1O)O)=NC=N2 5-(7-amino-4H-imidazo[4,5-b]pyridin-4-yl)-1,2-cyclopentanediol